CC(C)CC(C)N(C1=CC=CC=C1)C2=CC=C(C=C2)N N-(1,3-dimethylbutyl)-N-phenyl-p-phenylenediamine